ClC=1C(=C(C=CC1F)B1OC(C(O1)(C)C)(C)C)C 2-(3-chloro-4-fluoro-2-methylphenyl)-4,4,5,5-tetramethyl-1,3,2-dioxaborolane